ClC1=NN=C(C2=CC=CC=C12)N[C@H]1CNCCC1 (R)-4-chloro-N-(piperidine-3-yl)phthalazin-1-amine